(S)-1-(3-(1-((2-ethyl-2H-pyrazolo[3,4-b]pyrazin-6-yl)amino)ethyl)phenyl)-3-(6-(trifluoromethoxy)pyridin-3-yl)urea C(C)N1N=C2N=C(C=NC2=C1)N[C@@H](C)C=1C=C(C=CC1)NC(=O)NC=1C=NC(=CC1)OC(F)(F)F